2-(2-hydroxy-4-methacryloyloxyphenyl)benzotriazoleN OC1=C(C=CC(=C1)OC(C(=C)C)=O)N1NC2=C(N1)C=CC=C2